C(C)S(=O)(=O)NC1=NC=CC(=C1)CC1=CC(=C(N(C1=O)C)NC1=C(C=C(C=C1)I)F)C(=O)N 5-[[2-(Ethylsulfonylamino)Pyridine-4-yl]Methyl]-2-(2-Fluoro-4-iodoanilino)-1-methyl-6-oxopyridine-3-carboxamide